2-amino-4-(carboxymethyl)phenylpropionic acid NC1=C(C=CC(=C1)CC(=O)O)C(C(=O)O)C